CN1CN(CC=C1)C N,N'-dimethylpyrimidine